COC(=O)C=1C=CC2=C(N(C(=N2)CN2C(C=C(C=C2C)Br)=O)CCOC)C1.ClC1=NC2=CC(=CC(=C2C=C1C1=CC=C(C=C1)OC)C(C)=O)C 1-(2-chloro-3-(4-methoxyphenyl)-7-methylquinolin-5-yl)ethan-1-one methyl-2-((4-bromo-6-methyl-2-oxopyridin-1(2H)-yl)methyl)-1-(2-methoxyethyl)-1H-benzo[d]imidazole-6-carboxylate